(1R,2S,3R,5R)-3-(4-amino-5-ethyl-7H-pyrrolo[2,3-d]pyrimidin-7-yl)-5-phenylcyclopentane-1,2-diol NC=1C2=C(N=CN1)N(C=C2CC)[C@H]2[C@@H]([C@@H]([C@H](C2)C2=CC=CC=C2)O)O